1-(3-fluoro-4-methoxyphenyl)-1H-pyrazole FC=1C=C(C=CC1OC)N1N=CC=C1